FC1=CC(=C2CCC[C@@H]3C=4C(=NCN5C4CC[C@@H]3N5C(=O)OC(C)(C)C)N2C(=C1)SC)F tert-butyl (1S,4R,15aR)-10,12-difluoro-8-(methylthio)-2,3,4,5,13,14,15,15a-octahydro-1H-1,4-epiminoazepino[1',2':1,8]azocino[2,3,4-de]quinazoline-16-carboxylate